2,6-difluoro-4-{2-[2-(naphthalene-2-sulfonamido)phenyl]ethynyl}benzoic acid FC1=C(C(=O)O)C(=CC(=C1)C#CC1=C(C=CC=C1)NS(=O)(=O)C1=CC2=CC=CC=C2C=C1)F